C[C@H]1C[C@H](CN(C1)C1=C2C=CC=NC2=C(C=C1)C(F)(F)F)NCC(=O)O [(3R,5S)-5-Methyl-1-(8-trifluoromethyl-quinolin-5-yl)-piperidin-3-ylamino]-Acetic Acid